4-(6-(quinolin-6-ylmethoxy)pyridin-2-yl)piperidine N1=CC=CC2=CC(=CC=C12)COC1=CC=CC(=N1)C1CCNCC1